C1(CC1)NC(=O)N1CC=2C=C(C(NC2CC1)=O)C(=O)N N6-cyclopropyl-2-oxo-1,2,5,6,7,8-hexahydro-1,6-naphthyridine-3,6-dicarboxamide